ethyl (S)-2-(2-(2-(3-bromo-2-methylphenoxy)ethyl)-8-azaspiro[4.5]decan-8-yl)acetate BrC=1C(=C(OCC[C@@H]2CC3(CC2)CCN(CC3)CC(=O)OCC)C=CC1)C